N-(5-(3-(5-azaspiro[2.4]heptan-5-yl)propanamido)-2-methylpyridin-3-yl)-2-bromopyrazolo[5,1-b]thiazole-7-carboxamide C1CC12CN(CC2)CCC(=O)NC=2C=C(C(=NC2)C)NC(=O)C=2C=NN1C2SC(=C1)Br